(R,Z)-2-fluoro-N-(7-methoxy-4-((2-methoxy-5-methyl-4-(quinoxalin-6-yloxy)phenyl)amino)quinazolin-6-yl)-3-(1-methylpyrrolidin-2-yl)acrylamide F\C(\C(=O)NC=1C=C2C(=NC=NC2=CC1OC)NC1=C(C=C(C(=C1)C)OC=1C=C2N=CC=NC2=CC1)OC)=C/[C@@H]1N(CCC1)C